1-[5-[3-(dimethylamino)propoxy]-2-fluoro-phenyl]-2-(5-methyl-1,3,4-oxadiazol-2-yl)ethanol CN(CCCOC=1C=CC(=C(C1)C(CC=1OC(=NN1)C)O)F)C